(2-((3-(4-(2,6-dimethylpyridin-4-yl)-1H-pyrazol-3-yl)phenoxy)methyl)phenyl)methanamine CC1=NC(=CC(=C1)C=1C(=NNC1)C=1C=C(OCC2=C(C=CC=C2)CN)C=CC1)C